CC=1C=CC(=C(N)C1)N1C(CCCC1)C 5-methyl-2-(2-methylpiperidin-1-yl)aniline